7-isopropoxy-2-methylimidazolo[1,2-a]pyridine-6-carboxylic acid C(C)(C)OC1=CC=2N(C=C1C(=O)O)C=C(N2)C